2-(1,5-dimethyl-3-phenyl-1H-pyrrol-2-yl)-2-oxoacetamide CN1C(=C(C=C1C)C1=CC=CC=C1)C(C(=O)N)=O